Rac-(5aR,6S,7S,8R,8aS)-5a-(4-cyanophenyl)-7-((4-fluoropiperidin-1-yl)methyl)-8,8a-dihydroxy-1-methoxy-6-phenyl-5a,7,8,8a-tetrahydro-6H-cyclopenta[4,5]furo[3,2-c]pyridine-3-carbonitrile C(#N)C1=CC=C(C=C1)[C@]12[C@](C=3C(=NC(=CC3O1)C#N)OC)([C@@H]([C@@H]([C@H]2C2=CC=CC=C2)CN2CCC(CC2)F)O)O |r|